N1(CCN(CCNCC1)CC=1C(=C(C=C(C1)C)NC(CP(O)(O)=O)=O)O)CC=1C(=C(C=C(C1)C)NC(CP(O)(O)=O)=O)O {1,4,7-triazonane-1,4-diylbis[methylene(2-hydroxy-5-methyl-3,1-phenylene)azanediyl(2-oxoethane-2,1-diyl)]}bis(phosphonic acid)